COC1=NC=CC(=C1)C=1NC2=CC=CC=C2C1C 2-(2-methoxypyridin-4-yl)-3-methyl-1H-indole